N-[1-(2-aminoethyl)imidazo[4,5-c]pyridin-6-yl]-5-(4-pyridinyl)thiazol-2-amine NCCN1C=NC=2C=NC(=CC21)NC=2SC(=CN2)C2=CC=NC=C2